N[C@H]1CS(C2=C(N(C1=O)CC1=CC=C(C=C1)Cl)C=C(C(=C2)F)C=2OC(=NN2)N2CCOCC2)(=O)=O (3R)-3-amino-5-[(4-chlorophenyl)methyl]-8-fluoro-7-(5-morpholino-1,3,4-oxadiazol-2-yl)-1,1-dioxo-2,3-dihydro-1λ6,5-benzothiazepin-4-one